C1(CCC1)[C@H]1[C@H](C2=CC=C(C=C2CC1)O)C1=CC(=C(C=C1)N1CCC(CC1)CN1CCN(CC1)C=1C=C2CN(C(C2=CC1)=O)[C@@H]1C(NC(CC1)=O)=O)F (S)-3-(5-(4-((1-(4-((1S,2S)-2-cyclobutyl-6-hydroxy-1,2,3,4-tetrahydronaphthalene-1-yl)-2-fluorophenyl)piperidin-4-yl)methyl)piperazin-1-yl)-1-oxoisoindolin-2-yl)piperidine-2,6-dione